N12CC(C(CC1)CC2)OC(NC2(CC2)C2=NC(=CC=C2)OC2=CC=C(C=C2)F)=O {1-[6-(4-fluorophenoxy)pyridin-2-yl]cyclopropyl}carbamic acid 1-azabicyclo[2.2.2]oct-3-yl ester